NC1=NC=CC=C1C1=NC=2C(=NC(=CC2)N2N=CC=C2)N1C=1C=C2CC[C@@H](C2=CC1)NC(C1=C(C=C(C=C1)O)NC(C=C)=O)=O N-[(1S)-5-[2-(2-aminopyridin-3-yl)-5-(pyrazol-1-yl)imidazo[4,5-b]pyridin-3-yl]-2,3-dihydro-1H-inden-1-yl]-4-hydroxy-2-(prop-2-enamido)benzamide